ClC1=NC(=CC(=C1)C1(CC(C1)C)C=1N(C(=NN1)S)C([2H])([2H])[2H])OCC(F)F 5-(1-(2-chloro-6-(2,2-difluoroethoxy)pyridin-4-yl)-3-methylcyclobutyl)-4-trideuteromethyl-4H-1,2,4-triazole-3-thiol